(E)-(3-((4-fluorophenyl)diazenyl)-1-methyl-1H-indol-2-yl)(phenyl)methanone FC1=CC=C(C=C1)/N=N/C1=C(N(C2=CC=CC=C12)C)C(=O)C1=CC=CC=C1